CC1(C(C(C2=CC(=C(C=C12)C)C(C)=O)C(C)C)C)C 1-[2,3-dihydro-1,1,2,6-tetramethyl-3-(1-meth-ylethyl)-1H-5-indenyl]ethanone